(R,E)-N-(1-(3,5-difluorophenyl)ethyl)-3-(2-(pyridin-4-yl)vinyl)-1H-indazol-5-amine FC=1C=C(C=C(C1)F)[C@@H](C)NC=1C=C2C(=NNC2=CC1)\C=C\C1=CC=NC=C1